6-(4-(1-Methyl-1H-pyrazol-4-yl)-7H-pyrrolo[2,3-d]pyrimidin-5-yl)quinoline CN1N=CC(=C1)C=1C2=C(N=CN1)NC=C2C=2C=C1C=CC=NC1=CC2